N-ethoxy-4-((2-methoxy-3-(1-methyl-1H-1,2,4-triazol-3-yl)phenyl)amino)nicotinamide C(C)ONC(C1=CN=CC=C1NC1=C(C(=CC=C1)C1=NN(C=N1)C)OC)=O